FC=1C=NC(=NC1)C=1C=C(N)C=CC1C 3-(5-fluoropyrimidin-2-yl)-4-methyl-aniline